2-(5-bromopyrimidin-2-yl)propan-2-ol ethyl-2-methyl-4-(N-((2-(trimethylsilyl)ethoxy)methyl)-1,2,4-triazol-3-yl)quinoline-6-carboxylate C(C)C=1C(=NC2=CC=C(C=C2C1C1=NN(C=N1)COCC[Si](C)(C)C)C(=O)OC(C)(C)C1=NC=C(C=N1)Br)C